O([C@H]1[C@H](O)[C@@H](O)[C@H](O)[C@H](O1)CO)CC1=CC=CC=C1 benzyl beta-D-glucopyranoside